C(C)OC(=O)C1=NC(=CN=C1)Br.FC1=CC=C(C(=O)NC2=NNC3=C(C=CC=C23)F)C=C1 4-fluoro-N-(7-fluoro-1H-indazol-3-yl)benzamide ethyl-6-bromopyrazine-2-carboxylate